CN(C1(CC(=C(C=C1)\C=C\C(=O)C1=CC=CC=C1)O)O)C 4-dimethylamino-2,4-dihydroxychalcone